NCCCCNC(C(=O)N[C@@H](C(=O)N1CCC2(CC1)CN(C1=CC=CC=C12)S(=O)(=O)C)COCC1=CC=CC=C1)(C)C (R)-4-amino-N-(1-((3-(benzyloxy)-1-(1-(methylsulfonyl)spiro[indoline-3,4'-piperidin]-1'-yl)-1-oxopropan-2-yl)amino)-2-methyl-1-oxopropan-2-yl)butylamine